FC=1C=C(C=CC1)CCC=O 3-(3-fluorophenyl)propanal